1-Methoxyisoquinoline COC1=NC=CC2=CC=CC=C12